N[C@H](C)C1=CC=C2C(=N1)N(C(=C2)C2=NC1=C(N2C)C(=CC(=C1)C(=O)OC(C)C)OC)CC(C=C)(F)F isopropyl (R)-2-(6-(1-aminoethyl)-1-(2,2-difluorobut-3-en-1-yl)-1H-pyrrolo[2,3-b]pyridin-2-yl)-7-methoxy-1-methyl-1H-benzo[d]imidazole-5-carboxylate